C[C@H]1CC[C@@H](NC1)C1=CC(=C(C(=C1)F)F)F (2R,5S)-5-methyl-2-(3,4,5-trifluorophenyl)piperidine